2-(4,4-difluorocyclohexyl)-1-(2-(3-methyl-3,8-diazabicyclo[3.2.1]octan-8-yl)-6,7-dihydropyrazolo[1,5-a]pyrazin-5(4H)-yl)ethan-1-one FC1(CCC(CC1)CC(=O)N1CC=2N(CC1)N=C(C2)N2C1CN(CC2CC1)C)F